methyl benzenesulfinate C1(=CC=CC=C1)S(=O)OC